1-(7-((5-([1,2,4]Triazolo[1,5-a]pyridin-6-yl)-4-methoxypyrrolo[2,1-f][1,2,4]triazin-2-yl)amino)-2-azaspiro[3.5]nonan-2-yl)ethan-1-one N=1C=NN2C1C=CC(=C2)C=2C=CN1N=C(N=C(C12)OC)NC1CCC2(CN(C2)C(C)=O)CC1